BrC1=C(C=CC=C1)C=1OC[C@H](N1)C(C)(C)C (R)-2-(2-bromophenyl)-4-tert-butyl-4,5-dihydrooxazole